6,7-Difluoro-8-((triisopropylsilyl)ethynyl)naphthalen-1-ol FC=1C=C2C=CC=C(C2=C(C1F)C#C[Si](C(C)C)(C(C)C)C(C)C)O